ClC1=CC=C(C=C1)C=1N=CN(C1C1=CC=NC=C1)CC(=O)N[C@H]1CNCCC1 2-[4-(4-chlorophenyl)-5-(pyridin-4-yl)-1H-imidazol-1-yl]-N-[(3R)-piperidin-3-yl]acetamide